(2R)-2-(6-{5-chloro-2-[(oxetan-3-yl)amino]pyrimidin-4-yl}-1-oxo-2,3-dihydro-1H-isoindol-2-yl)-N-[(1S)-2-hydroxy-1-[3-(trifluoromethyl)phenyl]ethyl]propanamide ClC=1C(=NC(=NC1)NC1COC1)C1=CC=C2CN(C(C2=C1)=O)[C@@H](C(=O)N[C@H](CO)C1=CC(=CC=C1)C(F)(F)F)C